C1(CCCC1)OC1=NC=CC=C1C1=CC(=C(C=C1)C(CCCC(=O)O)(C)C)F 5-[4-(2-cyclopentyloxy-pyridin-3-yl)-2-fluoro-phenyl]-5-methyl-hexanoic acid